dimethylphosphine acetate C(C)(=O)O.CPC